CN(C)CCC1=CNC2=CC=CC=C21 Dimethyltryptamine